C[Si](Cl)(Cl)C(=O)C=C methyl-acryl-dichlorosilane